C(C1=CC=CC=C1)N1C2=NC=NC(=C2N=C1C1=C(C(=CC=C1)OCCN1CCN(CC1)C)Cl)OC1(CC1)C 9-benzyl-8-(2-chloro-3-(2-(4-methylpiperazin-1-yl)ethoxy)phenyl)-6-(1-methylcyclopropoxy)-9H-purine